N-(3,4,5-trichlorophenyl)benzamide ClC=1C=C(C=C(C1Cl)Cl)NC(C1=CC=CC=C1)=O